BrC=1C=C2C(C(N(C2=CC1)C(C)C)=O)=O 5-bromo-1-isopropylindoline-2,3-dione